2-[3-(4-Methylphenyl)-1,2-oxazol-5-yl]ethanol CC1=CC=C(C=C1)C1=NOC(=C1)CCO